2-(4-fluorophenyl)-3-(phenylthio)-1H-pyrrole FC1=CC=C(C=C1)C=1NC=CC1SC1=CC=CC=C1